CC1=C(OC=C1)C(=O)OC methyl 3-methyl-2-furancarboxylate